4-chloro-2-(methoxy-d3)-benzaldehyde-d ClC1=C(C(=C(C=O)C=C1)OC([2H])([2H])[2H])[2H]